Cl.C(CCCCCCCCC)C1=CC=C(C=C1)NC(CCCNC(=N)N)=O N-(4-decylphenyl)-4-guanidinobutanamide hydrochloride